6-Amino-2-(4-((5-(t-butyl)-6-oxo-1,6-dihydropyridazin-3-yl)oxy)-3,5-dichlorophenyl)-1,2,4-triazine-3,5(2H,4H)-dione NC=1C(NC(N(N1)C1=CC(=C(C(=C1)Cl)OC1=NNC(C(=C1)C(C)(C)C)=O)Cl)=O)=O